CC1=C(C(=NN1C=1C(=NC=CC1)OC(F)(F)F)OCCCO)[N+](=O)[O-] 3-((5-methyl-4-nitro-1-(2-(trifluoromethoxy)pyridin-3-yl)-1H-pyrazol-3-yl)oxy)propan-1-ol